(R)-2-amino-2-(5-(ethylsulfanyl)pyridin-2-yl)ethan-1-ol N[C@@H](CO)C1=NC=C(C=C1)SCC